1-amino-2-(1-(pent-2-enoyl)piperidin-2-yl)-4-(4-(pyridin-2-ylcarbamoyl)Phenyl)-1H-imidazole-5-carboxamide NN1C(=NC(=C1C(=O)N)C1=CC=C(C=C1)C(NC1=NC=CC=C1)=O)C1N(CCCC1)C(C=CCC)=O